7,8-dihydro-6H-[1,4]oxazino[3,2-g]quinazolin-4-amine N1=CN=C(C2=CC3=C(C=C12)OCCN3)N